NC1=NC(N(C=C1)[C@@H]1O[C@@]([C@H]([C@@H]1O)O)(CO)CC)=O 4-amino-1-((2R,3S,4S,5R)-5-ethyl-3,4-dihydroxy-5-(hydroxymethyl)tetrahydrofuran-2-yl)pyrimidin-2(1H)-one